C1(CC1)CN(C(=O)OCC1=C(C=NN1C)C1=NC=C(C(=N1)CC)OC1CCCCC1)C (1S,3S)-3-({2-[5-({[(Cyclopropylmethyl)(methyl)carbamoyl]oxy}methyl)-1-methyl-1H-pyrazol-4-yl]-4-ethylpyrimidin-5-yl}oxy)cyclohexan